7-[5-methyl-1-(4-piperidyl)triazol-4-yl]imidazo[1,2-a]pyridine-3-carbonitrile CC1=C(N=NN1C1CCNCC1)C1=CC=2N(C=C1)C(=CN2)C#N